[Li+].C(C1=CC=C(C(=O)O)C=C1)(=O)[O-] terephthalic acid monolithium salt